N-[4-[2-(3-methylphenyl)piperazine-1-carbonyl]-3-pyrrolidin-1-ylphenyl]cyclopropanecarboxamide CC=1C=C(C=CC1)C1N(CCNC1)C(=O)C1=C(C=C(C=C1)NC(=O)C1CC1)N1CCCC1